COC1=C(N(C=CC)C=CC)C=C(C=C1)NC(C)=O 2-methoxy-5-acetamido-N,N-dipropenylaniline